isobutylsuccinic acid diethyl ester C(C)OC(C(CC(=O)OCC)CC(C)C)=O